benzylmorphine C(C1=CC=CC=C1)OC=1C=CC=2C[C@@H]3[C@@H]4C=C[C@@H]([C@H]5[C@@]4(C2C1O5)CCN3C)O